N-(2-(dimethylamino)-1-phenylethyl)-2-(4-oxopyrrolo[1,2-d][1,2,4]triazin-3(4H)yl)acetamide CN(CC(C1=CC=CC=C1)NC(CN1N=CC=2N(C1=O)C=CC2)=O)C